6-bromohexyl 4,4-bis(((E)-non-2-en-1-yl)oxy)butanoate C(\C=C\CCCCCC)OC(CCC(=O)OCCCCCCBr)OC\C=C\CCCCCC